(S)-1-(1-methylcyclobutyl)-3-(2-oxo-1-(1-(3-(trifluoromethyl)phenyl)ethyl)-1,2-dihydroquinoxalin-6-yl)urea CC1(CCC1)NC(=O)NC=1C=C2N=CC(N(C2=CC1)[C@@H](C)C1=CC(=CC=C1)C(F)(F)F)=O